(S)-1'-(3-((1S,2R)-2-phenylcyclopropyl)-1H-pyrazolo[3,4-b]pyrazin-6-yl)-1,3-dihydrospiro[indene-2,4'-piperidin]-1-amine C1(=CC=CC=C1)[C@H]1[C@H](C1)C1=NNC2=NC(=CN=C21)N2CCC1(CC2)[C@@H](C2=CC=CC=C2C1)N